C(CCCCCCCCCCCCCCC)OC1=C(C=C(C(=O)O)C=C1)OC 4-Hexadecyloxy-3-methoxybenzoic acid